C(C)(C)(C)OC(=O)N(C1=CC=C(C=C1)[C@@H]1N(CCC[C@@H]1C(=O)N[C@@H](CO)C(=O)N[C@@H](CC1=CNC2=CC=CC=C12)C(=O)N[C@@H](CC(N)=O)C(=O)N[C@@H](CCSC)C(=O)O)C(C1=C(C=CC=C1C)F)=O)C1CCCC1 ((2R,3S)-2-(4-((tert-butoxycarbonyl)(cyclopentyl)amino)phenyl)-1-(2-fluoro-6-methylbenzoyl)piperidine-3-carbonyl)seryltryptophylasparaginylmethionine